24-cholestene CC(C)=CCC[C@@H](C)[C@H]1CC[C@H]2[C@@H]3CCC4CCCC[C@]4(C)[C@H]3CC[C@]12C